(3-[[(tert-butoxy)carbonyl]amino]phenyl)boronic acid C(C)(C)(C)OC(=O)NC=1C=C(C=CC1)B(O)O